1-(4-(hydroxymethyl)-1H-imidazol-2-yl)ethan-1-one oxime OCC=1N=C(NC1)C(C)=NO